N-((1R,2R)-2-(methoxy-d3)-cyclobutyloxy)-7-(methylamino)-5-((2-carbonyl-1-(1H-pyrrol-1-yl)-1,2-dihydropyridin-3-yl)amino)pyrazolo[1,5-a]pyrimidine-3-carboxamide C(O[C@H]1[C@@H](CC1)ONC(=O)C=1C=NN2C1N=C(C=C2NC)NC=2C(N(C=CC2)N2C=CC=C2)=C=O)([2H])([2H])[2H]